O=C1N(C(C2=CC=CC=C12)=O)[C@H](C(=O)OC)CCCC=O methyl (S)-2-(1,3-dioxoisoindolin-2-yl)-6-oxohexanoate